4-(5,6,7,8-tetrahydro-1,8-naphthyridin-2-yl)butyric acid ethyl ester C(C)OC(CCCC1=NC=2NCCCC2C=C1)=O